FC1(CN(CC1)C1=NC2=CC=C(C=C2C=C1C(=O)NC1=CC(=NC=C1)S(N)(=O)=O)F)F 2-(3,3-difluoropyrrolidin-1-yl)-6-fluoro-N-(2-sulfamoylpyridin-4-yl)quinoline-3-carboxamide